(Z)-1-(4-Hydroxyphenyl)-3-(3-methoxy-4-phenylmethoxyphenyl)prop-2-en-1-one OC1=CC=C(C=C1)C(\C=C/C1=CC(=C(C=C1)OCC1=CC=CC=C1)OC)=O